N1(CCNCCC1)C1=CC=C(C=C1)C=1OC2=C(C(C1)=O)C(=CC(=C2[C@H]2[C@@H](CN(CC2)C)O)O)O 2-(4-(1,4-Diazepan-1-yl)phenyl)-5,7-dihydroxy-8-((3S,4S)-3-hydroxy-1-methylpiperidin-4-yl)-4H-benzopyran-4-one